C(C)(C)(C)OC(NC(C(NCC1=NC=CC=C1SC=1SC=CN1)=O)(C)C)=O (2-methyl-1-oxo-1-(((3-(thiazol-2-ylthio)pyridin-2-yl)methyl)amino)propan-2-yl)carbamic acid tert-butyl ester